4-bromo-2-[3-(3,5-dichlorophenyl)ureido]-N-(3-hydroxy-propyl)benzamide BrC1=CC(=C(C(=O)NCCCO)C=C1)NC(=O)NC1=CC(=CC(=C1)Cl)Cl